2,2-Difluoro-1-(5-fluoro-2-pyridyl)ethanone FC(C(=O)C1=NC=C(C=C1)F)F